(S)-6-Methyl-N-((S)-1-(5-(2-methyl-1-oxo-1,2-dihydroisochinolin-6-yl)oxazol-2-yl)-7-oxononyl)-6-azaspiro[2.5]octan-1-carboxamid CN1CCC2(C[C@@H]2C(=O)N[C@@H](CCCCCC(CC)=O)C=2OC(=CN2)C=2C=C3C=CN(C(C3=CC2)=O)C)CC1